2-methylpent-2-enal CC(C=O)=CCC